(E)-3-((1R,2R)-2-((((9H-fluoren-9-yl)methoxy)carbonyl)amino)cyclohexyl)acrylic acid C1=CC=CC=2C3=CC=CC=C3C(C12)COC(=O)N[C@H]1[C@H](CCCC1)/C=C/C(=O)O